FC=1C=C(C#N)C=CC1C1=NC(=CN2C1=NC(=C(C2=O)F)C)[C@H]2C[C@H](OCC2)C=2C=NN(C2)C 3-fluoro-4-(3-fluoro-2-methyl-7-((2S,4R)-2-(1-methyl-1H-pyrazol-4-yl)tetrahydro-2H-pyran-4-yl)-4-oxo-4H-pyrazino[1,2-a]pyrimidin-9-yl)benzonitrile